(E)-1-(3-hydroxypyrrolidin-1-yl)-3-(2-phenylimidazo[1,2-b]pyridazin-3-yl)prop-2-en-1-one OC1CN(CC1)C(\C=C\C1=C(N=C2N1N=CC=C2)C2=CC=CC=C2)=O